ClC=1C2=C(N=C(N1)C1=CC(=CC=C1)Cl)SC(=C2)C 4-chloro-2-(3-chlorophenyl)-6-methylthieno[2,3-d]pyrimidine